NC1=NN2C(C=C(C=C2)OC)=C1C(=O)N[C@@H](C)C=1N(C(C2=C(C=CC=C2C1)C#CC=1C=NN(C1)C)=O)C1=CC=CC=C1 (S)-2-amino-5-methoxy-N-(1-(8-((1-methyl-1H-pyrazol-4-yl)ethynyl)-1-oxo-2-phenyl-1,2-dihydroisoquinolin-3-yl)ethyl)pyrazolo[1,5-a]pyridine-3-carboxamide